OC1=CC=CC2=C1N=C1N2CCN(C1C)C(=O)OC(C)(C)C tert-butyl 9-hydroxy-1-methyl-3,4-dihydrobenzo[4,5]imidazo[1,2-a]pyrazine-2(1H)-carboxylate